6-methyl-2-dimethylamino-4-methoxy-1-acryloyloxynaphthalene CC=1C=C2C(=CC(=C(C2=CC1)OC(C=C)=O)N(C)C)OC